The molecule is a dTDP-6-deoxy-L-talose(2-) in which the anomeric centre of the pyranose fragment has beta-configuration. It is an organic molecular entity and a dTDP-6-deoxy-L-talose(2-). It is a conjugate base of a dTDP-6-deoxy-beta-L-talose. C[C@H]1[C@H]([C@H]([C@H]([C@H](O1)OP(=O)([O-])OP(=O)([O-])OC[C@@H]2[C@H](C[C@@H](O2)N3C=C(C(=O)NC3=O)C)O)O)O)O